C(C)(=O)[O-].[NH4+].N(CCO)(CCO)CCO triethanolamine ammonium acetate